FC1(CCC(CC1)C(NC(=O)C1=NON=C1C)C=1OC2=C(N1)C=C(C=C2)C2(CCOCC2)N2C(NC(C2)C(F)(F)F)=O)F N-((4,4-difluorocyclohexyl)(5-(4-(2-oxo-4-(trifluoromethyl)imidazolidin-1-yl)tetrahydro-2H-pyran-4-yl)benzo[d]oxazol-2-yl)methyl)-4-methyl-1,2,5-oxadiazole-3-carboxamide